8-Cyclopentyl-6-ethyl-2-[5-(morpholine-4-carbonyl)-pyridin-2-ylamino]-8H-pyrido[2,3-d]pyrimidin-7-one C1(CCCC1)N1C(C(=CC2=C1N=C(N=C2)NC2=NC=C(C=C2)C(=O)N2CCOCC2)CC)=O